(E)-3-(Benzylsulfinyl)-1-phenyl-3-(trimethylsilyl)prop-2-en-1-one C(C1=CC=CC=C1)S(=O)/C(=C/C(=O)C1=CC=CC=C1)/[Si](C)(C)C